ClC=1C=CC(=C(C1)C=1N=CN(C(C1)=O)[C@H]1CCC[C@H](C(NC=2C=NN(C2C=2C=CN=C1C2)C)=O)C)C=2OC=CN2 (9R,13S)-13-{4-[5-chloro-2-(1,3-oxazol-2-yl)phenyl]-6-oxo-1,6-dihydropyrimidin-1-yl}-3,9-dimethyl-3,4,7,15-tetraazatricyclo[12.3.1.02,6]octadeca-1(18),2(6),4,14,16-pentaen-8-one